BrC1=CC=2C(=CC=C3C(C(NC23)=O)=O)C=C1 8-bromo-1H-benzo[g]indole-2,3-dione